3-amino-10-(diethylamino)-7-(2-(methoxycarbonyl)phenyl)-5,6-dihydrobenzo[c]chromene NC1=CC=C2C3=C(COC2=C1)C(=CC=C3N(CC)CC)C3=C(C=CC=C3)C(=O)OC